FC1=CC=C(C=C1)C1(CCN(CC1)C1=NC(=CN=C1)C1=CC=C(C=C1)F)O 4-(4-fluorophenyl)-1-(6-(4-fluorophenyl)pyrazin-2-yl)piperidin-4-ol